BrN[C@@H](CCC(=O)[O-])C(=O)[O-].[Na+].[Na+] sodium bromoglutamate